NC([C@@]12CCC[C@H]1[C@@H]1CCC3CCCC[C@@H]3[C@H]1CC2)N diamino-estrane